4-[(2-Amino-5-chloropyrimidin-4-yl)amino]piperidine-1-carboxylic acid tert-butyl ester C(C)(C)(C)OC(=O)N1CCC(CC1)NC1=NC(=NC=C1Cl)N